C(C=C)(=O)N1[C@@H](CC(C1CC=C)(C)C)C(=O)OC methyl (2S)-1-acryloyl-5-allyl-4,4-dimethylpyrrolidine-2-carboxylate